C(CCCCCCCCCCCCCCCCCCCCC)S behenyl mercaptan